[Si](C1=CC=CC=C1)(C1=CC=CC=C1)(C(C)(C)C)OC[C@H]1OC[C@H]([C@@H]2[C@H]1OC(O2)(C)C)NC(C(F)(F)F)=O N-((3aR,4R,7R,7aR)-4-(((tert-butyldiphenylsilyl)oxy)methyl)-2,2-dimethyltetrahydro-4H-[1,3]dioxolo[4,5-c]pyran-7-yl)-2,2,2-trifluoroacetamide